(S)-4-{5-[(R)-(1,3-Dimethyl-azetidin-3-yl)-hydroxy-(4-isopropyl-phenyl)-methyl]-pyridin-3-yl}-2-(2-methoxy-6-methyl-pyrimidin-4-yl)-but-3-yn-2-ol CN1CC(C1)(C)[C@@](C=1C=C(C=NC1)C#C[C@](C)(O)C1=NC(=NC(=C1)C)OC)(C1=CC=C(C=C1)C(C)C)O